bisoxalic acid lithium borate B([O-])([O-])[O-].[Li+].C(C(=O)O)(=O)O.C(C(=O)O)(=O)O.[Li+].[Li+]